NCC1CCC(CC1)N(C(OC(C)(C)C)=O)C Tert-butyl ((1s,4s)-4-(aminomethyl)cyclohexyl)(methyl)carbamate